(2r,7ar)-2-fluoro-6-oxotetrahydro-1H-pyrrolizine F[C@@H]1C[C@H]2CC(CN2C1)=O